N-(1-(2,4-Dimethoxypyridin-3-yl)-2-(6-ethoxypyridin-2-yl)-1H-imidazo[4,5-b]pyrazin-6-yl)methansulfonamid COC1=NC=CC(=C1N1C(=NC=2C1=NC(=CN2)NS(=O)(=O)C)C2=NC(=CC=C2)OCC)OC